benzyloxybenzyl boronate B(OC(C1=CC=CC=C1)OCC1=CC=CC=C1)[O-]